OC1=NC=NN2C1=C(C=C2)C2CCN(CC2)C(=O)OC(C)(C)C T-Butyl 4-(4-hydroxypyrrolo[2,1-f][1,2,4]triazin-5-yl)piperidine-1-carboxylate